methyl 3-(N-hydroxycarbamimidoyl)-5-(trifluoromethyl)benzoate ONC(=N)C=1C=C(C(=O)OC)C=C(C1)C(F)(F)F